tert-butyl N-methyl-N-[1-[6-[4-(1-tetrahydropyran-2-ylpyrazol-4-yl)-1,3-benzothiazol-7-yl]-1,2,4-triazin-3-yl]pyrrolidin-3-yl]carbamate CN(C(OC(C)(C)C)=O)C1CN(CC1)C=1N=NC(=CN1)C1=CC=C(C=2N=CSC21)C=2C=NN(C2)C2OCCCC2